(7S)-7-tert-butyl-N-[rac-(1R)-1-[3-(dimethylsulfamoylamino)phenyl]-3-(4-hydroxypiperidin-1-ium-1-yl)propyl]-5,6,7,8-tetrahydrothiazolo[5,4-b]quinoline-2-carboxamide C(C)(C)(C)[C@@H]1CC=2C=C3C(=NC2CC1)SC(=N3)C(=O)N[C@H](CC[NH+]3CCC(CC3)O)C3=CC(=CC=C3)NS(N(C)C)(=O)=O |&1:20|